C1(=CC=CC=C1)N(C(=O)C=1C(=NC(=C(C1C1=CC(=NC=C1)S(N)(=O)=O)C(F)(F)F)C1=CC(=NC=C1)S(N)(=O)=O)N1CC(C1)C(F)(F)F)P(=O)=O phenyl-phosphodi(2-sulfamoyl-4-pyridyl)-5-(trifluoromethyl)-2-[3-(trifluoromethyl)azetidin-1-yl]pyridine-3-carboxamide